C(C)(C)(C)OC(N(CC1=C(C2=C(N=CN2C)C(=C1)C1=CC=C(C=C1)OC(F)(F)F)CO)C(=O)OC(C)(C)C)=O tert-Butyl-N-tert-butoxycarbonyl-N-[[4-(hydroxymethyl)-3-methyl-7-[4-(trifluoromethoxy)phenyl]benzimidazol-5-yl]methyl]carbamate